(6-chlorobenzothiazol-2-yl)-1-methylpyrrolidin-2-one ClC1=CC2=C(N=C(S2)C2C(N(CC2)C)=O)C=C1